N-((R)-3,3-difluoro-1-(methyl-d3)piperidin-4-yl)-5-(1-((S)-2-fluoropropyl)-1H-benzo[d][1,2,3]triazol-6-yl)-4-methoxypyrrolo[2,1-f][1,2,4]triazin-2-amine FC1(CN(CC[C@H]1NC1=NN2C(C(=N1)OC)=C(C=C2)C=2C=CC1=C(N(N=N1)C[C@H](C)F)C2)C([2H])([2H])[2H])F